FC(C1=C(C=C(C=C1)C(F)(F)F)S(=O)(=O)N1CCC(CC1)C(=O)O)(F)F 1-((2,5-bis(trifluoromethyl)phenyl)sulfonyl)piperidine-4-carboxylic acid